ClC1=CC(=C2C=C(NC2=C1)C(=O)N[C@H](C(=O)O)C[Si](C)(C)C)OC (2R)-2-[(6-chloro-4-methoxy-1H-indole-2-carbonyl)amino]-3-trimethylsilyl-propanoic acid